CC1=C(CC2=NN=C(S2)NC(C2=C(N=CC=C2)C(F)(F)F)=O)C=CC=C1 N-(5-(2-methylbenzyl)-1,3,4-thiadiazol-2-yl)-2-(trifluoromethyl)nicotinamide